C(=C)OCCOC1=CC=C(C=C1)OCCOC=C 1,4-bis[2-(vinyloxy)ethoxy]benzene